benzene ruthenium (II) chloride [Ru](Cl)Cl.C1=CC=CC=C1